(5-(4,4-difluoropiperidin-1-yl)-9-methoxy-8-(3-(pyrrolidin-1-yl)propoxy)-2,3-dihydroimidazo[1,2-c]quinazolin-2-yl)methyl acetate C(C)(=O)OCC1N=C2N(C(=NC=3C=C(C(=CC23)OC)OCCCN2CCCC2)N2CCC(CC2)(F)F)C1